N-(4-(benzo[d]thiazol-2-ylthio)-3-chlorophenyl)-5-chloro-2-hydroxybenzamide S1C(=NC2=C1C=CC=C2)SC2=C(C=C(C=C2)NC(C2=C(C=CC(=C2)Cl)O)=O)Cl